(E)-3-(1H-indazol-6-yl)-N-(2-(methoxymethyl)phenyl)acrylamide N1N=CC2=CC=C(C=C12)/C=C/C(=O)NC1=C(C=CC=C1)COC